N-(5-bromo-1,3,4-thiadiazol-2-yl)-2,1-benzoxazole-3-carboxamide BrC1=NN=C(S1)NC(=O)C=1ON=C2C1C=CC=C2